N-(5-Cyano-6-(2H-1,2,3-triazol-2-yl)pyridin-3-yl)-1-(thieno[2,3-c]pyridin-7-yl)-5-(trifluoromethyl)-1H-pyrazol-4-carboxamid C(#N)C=1C=C(C=NC1N1N=CC=N1)NC(=O)C=1C=NN(C1C(F)(F)F)C=1N=CC=C2C1SC=C2